COC(C1=C(C=C(C(=C1)N)NC1=CC(=CC=C1)OC(F)F)Cl)=O 5-amino-2-chloro-4-((3-(difluoromethoxy)phenyl)amino)benzoic acid methyl ester